C(#N)CC1(CN(C1)C1CCN(CC1)C(=O)NC1=NC=CC=C1F)N1C=C(C=C1)C=1C2=C(N=CN1)NC=C2 4-{3-(cyanomethyl)-3-[3-(7H-pyrrolo[2,3-d]pyrimidin-4-yl)-1H-pyrrol-1-yl]azetidin-1-yl}-N-(3-fluoropyridin-2-yl)piperidine-1-carboxamide